(S)-tert-butyl (2-(4-(3-(4-(4-((2-(2-cyano-4,4-difluoropyrrolidin-1-yl)-2-oxoethyl)carbamoyl)quinolin-7-yl)phenoxy)propyl)piperazin-1-yl)-2-oxoethyl)carbamate C(#N)[C@H]1N(CC(C1)(F)F)C(CNC(=O)C1=CC=NC2=CC(=CC=C12)C1=CC=C(OCCCN2CCN(CC2)C(CNC(OC(C)(C)C)=O)=O)C=C1)=O